COCCOCCOC(=O)C=1C=CC=2C(C3=CC=CC=C3SC2C1C(=O)OCCOCCOC)=O 3,4-bis[2-(2-methoxyethoxy)ethoxycarbonyl]-thioxanthone